C1(CC1)NC(CNC(=O)C1=CC2=C(C=N1)CN(C2)C2=NOC(C2)(C(F)(F)F)C2=CC(=C(C(=C2)Cl)F)Cl)=O N-(2-(cyclopropylamino)-2-oxoethyl)-2-(5-(3,5-dichloro-4-fluorophenyl)-5-(trifluoromethyl)-4,5-dihydroisoxazol-3-yl)-2,3-dihydro-1H-pyrrolo[3,4-c]pyridine-6-carboxamide